(S)-2-(1-amino-1,3-dihydrospiro[indene-2,4'-piperidin]-1'-yl)-5-(3-(2,3-dihydroxyphenyl)prop-1-yn-1-yl)-3-methylpyrimidin-4(3H)-one N[C@@H]1C2=CC=CC=C2CC12CCN(CC2)C2=NC=C(C(N2C)=O)C#CCC2=C(C(=CC=C2)O)O